(3S,6R)-1-(2-(4-methoxyphenyl)acetyl)-6-methylpiperidine-3-carboxylic acid COC1=CC=C(C=C1)CC(=O)N1C[C@H](CC[C@H]1C)C(=O)O